FC=1C=2N(C=CC1)C(=CN2)C2=C1CNC(C1=C(C=C2)NC2=NC=C(C=C2)N2CCC(CC2)O)=O 4-(8-fluoroimidazo[1,2-a]pyridin-3-yl)-7-[[5-(4-hydroxy-1-piperidyl)-2-pyridyl]amino]isoindolin-1-one